CN(C1=CC=C(C=CC2=NC=C(C(=O)NC3=CN(C(=C3)C(NC3=CN(C(=C3)C(NCC\C(\N3CCOCC3)=N/[H])=O)C)=O)C)C=C2)C=C1)C (E)-6-(4-(dimethylamino)styryl)-N-(5-((5-((3-imino-3-morpholinopropyl)carbamoyl)-1-methyl-1H-pyrrol-3-yl)carbamoyl)-1-methyl-1H-pyrrol-3-yl)nicotinamide